2-Methoxy-4-methyl-N-(4-(1-(trifluoromethyl)cyclopropyl)but-2-ynyl)-1H-imidazole-1-carboxamide COC=1N(C=C(N1)C)C(=O)NCC#CCC1(CC1)C(F)(F)F